CC1(CNC1)N1N=C(C=2C1=NC=CC2)C2=CC=C(C=C2)C(F)(F)F 1-(3-methylazetidin-3-yl)-3-(4-(trifluoromethyl)phenyl)-1H-pyrazolo[3,4-b]pyridine